ClC1=CC=C(C=N1)NC1=NC=CC2=CC(=CC=C12)O[C@@H]1C[C@@](CCC1)(O)C (1R,3S)-3-((1-((6-chloropyridin-3-yl)amino)isoquinolin-6-yl)oxy)-1-methylcyclohexan-1-ol